OCCOC=1C=C(C=C(C1)OCCO)C1(C2=CC=CC=C2C=2C=CC=CC12)C1=CC(=CC(=C1)OCCO)OCCO 9,9-bis[3,5-di(2-hydroxyethoxy)phenyl]fluorene